NC1=NC=2C=CC(=CC2C2=C1COC2)C(=O)N(CC2=NC=C(C=C2)C#N)[C@H](CC#N)C2CC2 4-amino-N-((1R)-2-cyano-1-cyclopropylethyl)-N-((5-cyano-2-pyridinyl)methyl)-1,3-dihydrofuro[3,4-c]quinoline-8-carboxamide